C(CCCCCCCCCCC)N n-dodecyl-amine